2,5-dibromo-3,6-bis(hexyloxy)thienothiophene BrC1=C(C2=C(C(=C(S2)Br)OCCCCCC)S1)OCCCCCC